5-(2,7-dimethyl-2H-indazol-5-yl)-N-methyl-N-(2,2,6,6-tetramethylpiperidin-4-yl)[1,3]thiazolo[5,4-d]pyrimidin-2-amine CN1N=C2C(=CC(=CC2=C1)C=1N=CC2=C(N1)SC(=N2)N(C2CC(NC(C2)(C)C)(C)C)C)C